[Cl-].OCCN1CN(C=C1)CC 1-(2-hydroxyethyl)-3-ethylimidazole chloride salt